tert-Butyl 4-(4-bromophenyl)-4-hydroxy-2-methylpiperidine-1-carboxylate BrC1=CC=C(C=C1)C1(CC(N(CC1)C(=O)OC(C)(C)C)C)O